2-(5-methyl-2-(spiro[benzo[d][1,3]dioxole-2,1'-cyclobutan]-5-yl)piperidin-1-yl)-2-oxoacetic acid CC1CCC(N(C1)C(C(=O)O)=O)C1=CC2=C(OC3(CCC3)O2)C=C1